C1(CC1)C(=O)NC1=NC=C(C(=O)NC([2H])([2H])[2H])C(=C1)NC1=C(C(=CC=C1)C1=NC=C(N=C1)C)OC 6-(cyclopropanecarboxamido)-4-((2-methoxy-3-(5-methylpyrazin-2-yl)phenyl)amino)-N-(methyl-d3)nicotinamide